ClC=1C=CC=C2C(=CNC12)C[C@@H](C(=O)N[C@H](C(=O)OC(C)C)CCC(C=[N+]=[N-])=O)OC isopropyl (S)-2-((S)-3-(7-chloro-1H-indol-3-yl)-2-methoxypropanamido)-6-diazo-5-oxohexanoate